ClC1=C(C=C(OCC(=O)N[C@H]2C(N[C@H](CC2)C=2OC(=NN2)C2CC(C2)OC(F)(F)F)=O)C=C1)F (4-chloro-3-fluorophenoxy)-N-[(3r,6r)-2-oxo-6-{5-[(1s,3s)-3-(trifluoromethoxy)cyclobutyl]-1,3,4-oxadiazol-2-yl}piperidin-3-yl]acetamide